5-[(4R,8R,9aS)-8-[3-(4-bromophenyl)azetidin-1-yl]-4-methyl-1,3,4,6,7,8,9,9a-octahydropyrido[1,2-a]pyrazin-2-yl]quinoline-8-carbonitrile BrC1=CC=C(C=C1)C1CN(C1)[C@H]1C[C@@H]2N([C@@H](CN(C2)C2=C3C=CC=NC3=C(C=C2)C#N)C)CC1